BrCC1=C(C=C(C(=C1)Cl)Cl)CBr 1,2-bis(bromomethyl)-4,5-dichloro-benzene